(R)-2-(4-(4-fluoropyrazolo[1,5-a]pyridin-2-yl)-1,4,6,7-tetrahydro-5H-imidazo[4,5-c]pyridin-5-yl)-5-isopropyl-1,3,4-oxadiazole FC=1C=2N(C=CC1)N=C(C2)[C@@H]2N(CCC1=C2N=CN1)C=1OC(=NN1)C(C)C